6-Cyclopropyl-5-methyl-N-(3-(1-(1-methyl-1H-imidazol-2-yl)propan-2-yl)phenyl)picolinamide C1(CC1)C1=C(C=CC(=N1)C(=O)NC1=CC(=CC=C1)C(CC=1N(C=CN1)C)C)C